anti-saccharin S1(=O)(=O)NC(=O)C2=CC=CC=C12